(E)-5-(4-fluorostyryl)-2-hydroxy-3-methoxybenzaldehyde FC1=CC=C(/C=C/C=2C=C(C(=C(C=O)C2)O)OC)C=C1